Cl.CC=1C(=CC(=NC1)C(=O)O)C(=O)O 5-methylpyridine-2,4-dicarboxylic acid hydrochloride